(R)-1-(5-((4-isobutyl-3-methylpiperazin-1-yl)methyl)benzo[d]isoxazol-3-yl)dihydropyrimidine-2,4(1H,3H)-dione C(C(C)C)N1[C@@H](CN(CC1)CC=1C=CC2=C(C(=NO2)N2C(NC(CC2)=O)=O)C1)C